C(C)OC(CC(CC)=O)=O 3-oxopentanoic acid ethyl ester